BrC1=CC=C(C=C1)NC(=O)C1=CC=C(C=C1)C1=CC=C(O1)C(=O)O 5-{4-[(4-bromophenyl)carbamoyl]phenyl}furan-2-carboxylic acid